(S)-4-(5-(3-(1-(4-methyl-4H-1,2,4-triazol-3-ylthio)ethyl)phenyl)isoxazol-3-yl)benzoic acid CN1C(=NN=C1)S[C@@H](C)C=1C=C(C=CC1)C1=CC(=NO1)C1=CC=C(C(=O)O)C=C1